NC1=NN2C(C=C(C=C2)C=2C=C(C(=NC2)OC)C(=O)NCC2=C(C=CC(=C2)C(F)(F)F)F)=N1 5-{2-amino-[1,2,4]triazolo[1,5-a]pyridin-7-yl}-N-{[2-fluoro-5-(trifluoromethyl)phenyl]methyl}-2-methoxypyridine-3-carboxamide